COC(C1=C(C=CC(=C1)F)B1OC(C(O1)(C)C)(C)C)=O 5-fluoro-2-(4,4,5,5-Tetramethyl-1,3,2-dioxaborolan-2-yl)benzoic acid methyl ester